C(C)N(C=NC1=C(C=C(C(=C1)F)C1(COC1)OC1=NC=C(C=C1)F)C)C N-ethyl-N'-(5-fluoro-4-(3-((5-fluoropyridin-2-yl)oxy)oxetan-3-yl)-2-methylphenyl)-N-methylformimidamide